S(=O)(O)O.C[K] methyl-potassium sulfite